2-(chloromethyl)-1-(2-methoxyethyl)-1H-benzimidazole-6-carboxylic acid methyl ester COC(=O)C=1C=CC2=C(N(C(=N2)CCl)CCOC)C1